2-chloro-7-fluoro-6-Methyl-7H-pyrrolo[2,3-d]pyrimidine ClC=1N=CC2=C(N1)N(C(=C2)C)F